(3-(5-(2-(dimethylamino)ethoxy)-1H-indole-3-carbonyl)phenyl)acrylamide CN(CCOC=1C=C2C(=CNC2=CC1)C(=O)C=1C=C(C=CC1)C(C(=O)N)=C)C